imidazole borate salt B(O)(O)O.N1C=NC=C1